CC(CCCCCCC(O)CCCC(CC)C)CC 8-methyl-(4-methylhexyl)-decanol